6-fluoro-4-oxo-chromene-2-carboxamide hydrochloride Cl.FC=1C=C2C(C=C(OC2=CC1)C(=O)N)=O